4-[7-[6-[bis[(4-methoxyphenyl)methyl]amino]-4-methyl-2-pyridinyl]-6-chloro-8-fluoro-quinazolin-4-yl]piperazine-1-carboxylic acid tert-butyl ester C(C)(C)(C)OC(=O)N1CCN(CC1)C1=NC=NC2=C(C(=C(C=C12)Cl)C1=NC(=CC(=C1)C)N(CC1=CC=C(C=C1)OC)CC1=CC=C(C=C1)OC)F